FC1=C(C=C(C=C1)C)N=C=O 2-Fluoro-5-methylphenylisocyanat